2-(1-(5-(6-chloro-3-(1H-imidazol-1-yl)-5-methoxy-1-methyl-1H-pyrrolo[3,2-b]-pyridin-2-yl)-1H-1,2,4-triazol-3-yl)-2,2,2-trifluoroethoxy)-ethan-1-ol ClC=1C=C2C(=NC1OC)C(=C(N2C)C2=NC(=NN2)C(C(F)(F)F)OCCO)N2C=NC=C2